C(C1=CC=CC=C1)C1=NN=C(O1)C=1C(=NC=C(C1)Br)N 3-(5-benzyl-1,3,4-oxadiazol-2-yl)-5-bromopyridin-2-amine